(S)-6-(2-(3-fluorophenyl)pyrrolidin-1-yl)-3-(6-(piperazin-1-yl)pyridin-2-yl)imidazo[1,2-b]-Pyridazine FC=1C=C(C=CC1)[C@H]1N(CCC1)C=1C=CC=2N(N1)C(=CN2)C2=NC(=CC=C2)N2CCNCC2